N-(((3R,5R)-1-(1-(2,2-difluoroethyl)-1H-pyrazolo[3,4-b]pyrazin-6-yl)-5-methylpiperidin-3-yl)methyl)bicyclo[1.1.1]pentan-1-amine FC(CN1N=CC=2C1=NC(=CN2)N2C[C@H](C[C@H](C2)C)CNC21CC(C2)C1)F